methyl 3-bromo-2-(di(tert-butyloxycarbonyl)amino)-4-methoxybenzoate BrC=1C(=C(C(=O)OC)C=CC1OC)N(C(=O)OC(C)(C)C)C(=O)OC(C)(C)C